4-epoxycyclohexyl-3,4-epoxycyclohexane acrylate C(C=C)(=O)O.C12(C(CCCC1)O2)C21C(CCCC2)O1